sodium nitrate tellurium [Te+2].[N+](=O)([O-])[O-].[Na+].[N+](=O)([O-])[O-].[N+](=O)([O-])[O-]